l-β-homoisoleucine N[C@@H]([C@@H](C)CC)CC(=O)O